OC1=C(C(=CC(=C1)CCC)O)C1=C2CC(N(C2=CC=C1C)CCC)=O 4-(2,6-Dihydroxy-4-propylphenyl)-5-methyl-1-propylindolin-2-one